tert-butyl (1R,3r,5S)-3-[[(2,2,2-trichloroethoxy)carbonyl]amino]-8-azabicyclo[3.2.1]octane-8-carboxylate ClC(COC(=O)NC1C[C@H]2CC[C@@H](C1)N2C(=O)OC(C)(C)C)(Cl)Cl